2-(2-bromo-4-fluorophenoxy)ethan-1-ol BrC1=C(OCCO)C=CC(=C1)F